BrC=1C(=C(C=C(C1)C)N=C(C1=CC=CC=C1)C1=CC=CC=C1)C1OCCO1 N-[3-bromo-2-(1,3-dioxolan-2-yl)-5-methyl-phenyl]-1,1-diphenyl-methanimine